(4-bromophenyl)bicyclo[2.2.2]octane-1-carbaldehyde BrC1=CC=C(C=C1)C1C2(CCC(C1)CC2)C=O